rac-3-fluoro-4-hydroxy-3,4-dimethylpiperidine-1-carboxylic acid tert-butyl ester C(C)(C)(C)OC(=O)N1CC(C(CC1)(C)O)(C)F